N-phenyl[4,4-dimethyl-1-(2H-tetraazol-5-yl)pentyl]amine C1(=CC=CC=C1)NC(CCC(C)(C)C)C=1N=NNN1